(E)-1-(2-hydroxy-3-((3-(2-methoxyphenyl)allyl)amino)propoxy)benzamide OC(COC1(C(=O)N)CC=CC=C1)CNC\C=C\C1=C(C=CC=C1)OC